C1(CC1)NC1=NC(=NC=C1C(F)(F)F)NC1=C2C=NN(C2=CC=C1)C N4-cyclopropyl-N2-(1-methyl-1H-indazol-4-yl)-5-(trifluoromethyl)pyrimidine-2,4-diamine